9-(tert-butyl) 3-ethyl nonane-3,9-dicarboxylate CCC(CCCCCCC(=O)OC(C)(C)C)C(=O)OCC